N-(3-(dimethylamino)propyl)-N'-ethyl-carbodiimide hydrochloride Cl.CN(CCCN=C=NCC)C